tridecane-2,2-diol CC(CCCCCCCCCCC)(O)O